1,3-bis-(4-aminophenoxy)benzene methyl-2-((benzo[d]thiazol-5-ylmethyl)(1-(3-fluoropyridin-2-yl)ethyl)amino)-2-oxoacetate COC(C(=O)N(C(C)C1=NC=CC=C1F)CC=1C=CC2=C(N=CS2)C1)=O.NC1=CC=C(OC2=CC(=CC=C2)OC2=CC=C(C=C2)N)C=C1